[N-]=[N+]=[N-].N1N=NN=C1 tetrazole azide